3-(4-(Aminomethyl)-4-hydroxypiperidin-1-yl)-6-((2,3-dichlorophenyl)thio)pyrazin-2(1H)-on NCC1(CCN(CC1)C=1C(NC(=CN1)SC1=C(C(=CC=C1)Cl)Cl)=O)O